4-(4-cyclobutyl-1-((5-methoxy-7-methyl-1H-indol-4-yl)methyl)piperidin-2-yl)benzoic acid C1(CCC1)C1CC(N(CC1)CC1=C2C=CNC2=C(C=C1OC)C)C1=CC=C(C(=O)O)C=C1